C1=CC=CC=2C3=CC=CC=C3N(C12)C=1N=C(C2=C(N1)C1=C(S2)C=CC(=C1)C=1C=CC2=C(C=3N=C(N=C(C3S2)C2=CC=CC=C2)N2C3=CC=CC=C3C=3C=CC=CC23)C1)C1=CC=CC=C1 2,2'-bis-carbazol-9-yl-4,4'-diphenyl[8,8']bi[benzo[4,5]thieno[3,2-d]pyrimidinyl]